trans-caffeoyl-CoA C(\C=C\C1=CC(O)=C(O)C=C1)(=O)SCCNC(CCNC([C@@H](C(COP(OP(OC[C@@H]1[C@H]([C@H]([C@@H](O1)N1C=NC=2C(N)=NC=NC12)O)OP(=O)(O)O)(=O)O)(=O)O)(C)C)O)=O)=O